5-(4-((7-ethyl-6-oxo-5,6-dihydro-1,5-naphthyridin-3-yl)methyl)piperazin-1-yl)pyridinecarboxamide C(C)C=1C(NC=2C=C(C=NC2C1)CN1CCN(CC1)C=1C=CC(=NC1)C(=O)N)=O